NC1=NC=C(C2=C1C(=NN2C)C2=CC(=C(C=C2)NS(=O)(=O)C(F)F)O[C@@H](C)C2=CC=C(C=C2)F)C=2C=NN(C2)C2CC(NCC2)(C)C N-(4-{4-amino-7-[1-(2,2-dimethylpiperidin-4-yl)-1H-pyrazol-4-yl]-1-methyl-1H-pyrazolo[4,3-c]pyridin-3-yl}-2-[(1S)-1-(4-fluorophenyl)ethoxy]phenyl)-1,1-difluoromethanesulfonamide